S1C(=NC2=C1C=CC=C2)N2CCC(CC2)(F)CN2C[C@@H](C([C@@H](C2)O)O)O (3S,4r,5R)-1-((1-(benzo[d]thiazol-2-yl)-4-fluoropiperidin-4-yl)methyl)piperidine-3,4,5-triol